C1(CCCC1)OC=1C(C(C1OC1CCCC1)S(=O)(=O)O)=O 2,3-bis(cyclopentyloxy)-4-sulfo-oxocyclobutane-2-ene